3-glycidyl-3-glycidoxypropyl-silane benzyl-4-[4-[1-(3-amino-6-chloro-pyridazin-4-yl)azetidin-3-yl]oxybenzoyl]piperazine-1-carboxylate C(C1=CC=CC=C1)OC(=O)N1CCN(CC1)C(C1=CC=C(C=C1)OC1CN(C1)C1=C(N=NC(=C1)Cl)N)=O.C(C1CO1)C(CC[SiH3])OCC1CO1